4-[4-[3-chloro-4-[1-(2-pyridinyl)-2-hydroxy-ethoxy]pyrazolo[1,5-a]pyridin-6-yl]-5-methyl-triazol-1-yl]piperidine-1-carbonitrile ClC=1C=NN2C1C(=CC(=C2)C=2N=NN(C2C)C2CCN(CC2)C#N)OC(CO)C2=NC=CC=C2